C(#C)C1=C2C(=CC(=CC2=CC=C1F)O)C1=CC=C2C(=NC(=NC2=C1F)OC[C@]12CCCN2C[C@@H](C1)F)N1CC2(C1)CNC2 5-ethynyl-6-fluoro-4-(8-fluoro-2-(((2R,7aS)-2-fluorotetrahydro-1H-pyrrolizin-7a(5H)-yl)methoxy)-4-(2,6-diazaspiro[3.3]heptan-2-yl)quinazolin-7-yl)naphthalen-2-ol